nonadecan-1-yl-eicosadienoic acid C(CCCCCCCCCCCCCCCCCC)C(C(=O)O)=CC=CCCCCCCCCCCCCCCC